3-β-D-glucopyranosylpurine [C@@H]1([C@H](O)[C@@H](O)[C@H](O)[C@H](O1)CO)N1C=NC=C2N=CN=C12